ClC1=CC=C(C(=N1)C(=O)NS(=O)(=O)C)N[C@H](C)C=1C=C(C=C2C(N(C(=NC12)C1=CC2=CN(N=C2C(=C1)F)C)C)=O)C (R)-6-chloro-3-((1-(2-(7-fluoro-2-methyl-2H-indazol-5-yl)-3,6-dimethyl-4-oxo-3,4-dihydroquinazolin-8-yl)ethyl)amino)-N-(methylsulfonyl)picolinamide